4-n-nonylphenoxypentaethylene glycol methyl-6-oxo-6,6a,7,8,9,10-hexahydro-5H-pyrido[1,2-a]quinoxaline-8-carboxylate CC1=CC=CC=2NC(C3N(C12)CCC(C3)C(=O)O)=O.C(CCCCCCCC)C3=CC=C(OC(COCCOCCOCCOCCO)O)C=C3